C(C1=CC=CC=C1)N1[C@H](CN(CC(C1)O)C(=O)OC(C)(C)C)CC(C)C tert-butyl (3S)-4-benzyl-6-hydroxy-3-isobutyl-1,4-diazepane-1-carboxylate